C(C)(=O)C1CC(CC1)NC/C=C/C(=O)O (E)-4-((3-acetylcyclopentyl)amino)but-2-enoic acid